CC(C)(C)OC(=O)NC1CC(C1)N tert-butyl ((1R,3R)-3-aminocyclobutyl)carbamate